ClC1=CC=C(C(=N1)C(=O)OC)N[C@H](C)C=1C=C(C=C2C(N(C(=NC12)C1CCCC1)C)=O)C methyl (R)-6-chloro-3-((1-(2-cyclopentyl-3,6-dimethyl-4-oxo-3,4-dihydroquinazolin-8-yl)ethyl)amino)picolinate